ClC=1N=CC2=C(N1)C(=CN2C2C(C2)(F)F)N2CC(C(C2)(F)F)(F)F 2-chloro-7-(3,3,4,4-tetrafluoropyrrolidin-1-yl)-5-(2,2-difluorocyclopropyl)-5H-pyrrolo[3,2-d]pyrimidine